ClC=1C(=CC(NN1)=O)C(F)(F)F 6-Chloro-5-(trifluoromethyl)pyridazin-3(2H)-one